Trichloromethylpyrimidine CC1=NC(=C(C(=N1)Cl)Cl)Cl